ClC1=CC=C(C=C1)C1(OC(C2=CC=CC=C12)(C)C)CCN(CC(=O)O)C N-{2-[1-(4-Chloro-phenyl)-3,3-dimethyl-1,3-dihydro-isobenzofuran-1-yl]-ethyl}-N-methylglycine